2-(4-methylphenyl)thiazole CC1=CC=C(C=C1)C=1SC=CN1